BrC1=CC2=C(S1)C=1SC(=CC1C2(CCCCCC)CCCCCC)Br 2,6-dibromo-4,4-dihexyl-4H-cyclopenta[2,1-b:3,4-b']dithiophene